2-bromo-1-(2,8-dimethylimidazo[1,2-b]pyridazin-6-yl)ethanone BrCC(=O)C=1C=C(C=2N(N1)C=C(N2)C)C